N1(C=NC=C1)C=1C=CC(=NC1)[N+](=O)[O-] 5-(1H-imidazole-1-yl)-2-nitropyridine